2,2,4,4-tetramethylbutane-1,3-diol CC(CO)(C(C(C)C)O)C